N1=CN=CC(=C1)C1=C2CCO[C@H](C2=CC=C1)CNC(OC(C)(C)C)=O |o1:11| rel-(R)-tert-butyl ((5-(pyrimidin-5-yl)isochroman-1-yl)methyl)carbamate